2-(difluoromethoxy)-6-methoxy-3-nitro-pyridine FC(OC1=NC(=CC=C1[N+](=O)[O-])OC)F